4-chloro-5-((3R)-3-((4-(2-methylpiperidin-1-yl)pyridin-2-yl)oxy)pyrrolidin-1-yl)pyridazin-3(2H)-one ClC=1C(NN=CC1N1C[C@@H](CC1)OC1=NC=CC(=C1)N1C(CCCC1)C)=O